BrN1C(=O)N(C(=O)C1(C)CC(C)C)Br 1,3-dibromo-5-isobutyl-5-methylhydantoin